4-methyl-5-azaspiro[2.4]heptan-6-one CC1C2(CC2)CC(N1)=O